ClC1=NC=2N(C=C1)N=CC2C#N 5-chloro-3-cyanopyrazolo[1,5-a]pyrimidine